6-ethoxy-2-methylpyrido[3,4-d]pyrimidin C(C)OC1=CC2=C(N=C(N=C2)C)C=N1